C(C)(C)(C)OC(=O)N1CC(C(CC1)CC(=O)OCC)(F)F 4-(2-ethoxy-2-keto-ethyl)-3,3-difluoro-piperidine-1-carboxylic acid tert-butyl ester